1-(2-hydroxyethyl)-5-aminopyrazole OCCN1N=CC=C1N